C(#N)C1=C(CN2N=C(C(=C2)C2=NC(=NC=C2)NC2=CC=C(C=C2)N2CCN(CC2)C(=O)OC(C)(C)C)C=2C=NC=CC2)C=CC=C1 tert-Butyl 4-(4-((4-(1-(2-cyanobenzyl)-3-(pyridin-3-yl)-1H-pyrazol-4-yl) pyrimidin-2-yl)amino)phenyl)piperazine-1-carboxylate